NC=1SC(=CN1)C=1C=C2C=NC=NC2=CC1 2-Amino-5-quinazolin-6-yl-thiazol